methyl [(6S)-4-(4'-{3-[4-(chlorosulfonyl)phenyl]propoxy}[1,1'-biphenyl]-4-yl)-2,3,9-trimethyl-6H-thieno[3,2-f][1,2,4]triazolo[4,3-a][1,4]diazepin-6-yl]acetate ClS(=O)(=O)C1=CC=C(C=C1)CCCOC1=CC=C(C=C1)C1=CC=C(C=C1)C1=N[C@H](C=2N(C3=C1C(=C(S3)C)C)C(=NN2)C)CC(=O)OC